ClCCOC(C)OC1=CC=C(C=C)C=C1 p-1-(2-chloroethoxy)ethoxystyrene